ethyl 1-(4-(hydroxymethyl)benzyl)-1H-pyrazole-4-carboxylate OCC1=CC=C(CN2N=CC(=C2)C(=O)OCC)C=C1